(E)-3-(4-Bromophenyl)-1-[4-[2-[[(1R,4S,5R,8S,9R,10S,12R,13R)-1,5,9-trimethyl-11,14,15,16-tetraoxatetracyclo[10.3.1.04,13.08,13]hexadecan-10-yl]oxy]ethoxy]phenyl]prop-2-en-1-one BrC1=CC=C(C=C1)/C=C/C(=O)C1=CC=C(C=C1)OCCO[C@@H]1[C@@H]([C@@H]2CC[C@H]([C@@H]3CC[C@]4(OO[C@]32[C@H](O1)O4)C)C)C